(2R)-2-(6-{5-chloro-2-[(1-methyl-6-oxopiperidin-3-yl)amino]pyrimidin-4-yl}-1-oxo-2,3-dihydro-1H-isoindol-2-yl)-N-[(1S)-1-(3-fluoro-5-methoxyphenyl)-2-hydroxyethyl]propionamide ClC=1C(=NC(=NC1)NC1CN(C(CC1)=O)C)C1=CC=C2CN(C(C2=C1)=O)[C@@H](C(=O)N[C@H](CO)C1=CC(=CC(=C1)OC)F)C